C(C)OC(CCC1(OCC(O1)CO)C)=O.C1(=CC=CC=C1)[C@@H]1C[C@@H](NCC1)C(=O)N[C@H](C(=O)N)C (S)-2-((2R,4S)-4-phenylpiperidine-2-carboxamido)propionamide Ethyl-3-[4-(hydroxymethyl)-2-methyl-1,3-dioxolan-2-yl]propanoat